BrC1=C(NC2=NSC=3C2=NC=CC3)C=CC=C1C1=CC3=C(OCCO3)C=C1 3-(2-bromo-3-(1,4-benzodioxan-6-yl)anilino)isothiazolo[4,5-b]pyridin